2-[4-{(tert-Butoxycarbonyl)amino}-3,5-dimethylphenyl]-2,2-difluoroethyl trifluoromethanesulfonate FC(S(=O)(=O)OCC(F)(F)C1=CC(=C(C(=C1)C)NC(=O)OC(C)(C)C)C)(F)F